C(C(C)C)C1=NC=NC(=C1C)N1CCC(CC1)OC=1C=NC(=CC1)OC 4-isobutyl-6-(4-((6-methoxypyridin-3-yl)oxy)piperidin-1-yl)-5-methylpyrimidine